CC=1C=2N(CCN1)C(=NN2)C(F)(F)F 8-methyl-3-(trifluoromethyl)-5,6-dihydro-[1,2,4]triazolo[4,3-a]pyrazin